BrC=1C=NC2=C(C=CN=C2C1)Br 3,8-dibromo-1,5-naphthyridine